tert-butyl (4S)-3-(dimethylamino)-3-methyl-6-azaspiro[3.4]octane-6-carboxylate CN(C1(CC[C@]12CN(CC2)C(=O)OC(C)(C)C)C)C